ClC1=CC(=C(C=C1)COC1=NN(C=C1)C1CCN(CC1)CC1=NC=2C(=NC(=CC2)C(=O)OC)N1CC=1N(C=NC1)CC)F methyl 2-[[4-[3-[(4-chloro-2-fluoro-phenyl)methoxy]pyrazol-1-yl]-1-piperidyl]methyl]-3-[(3-ethylimidazol-4-yl)methyl]imidazo[4,5-b]pyridine-5-carboxylate